C\C(=C/CO)\CCC=C(C)C (E)-3,7-DIMETHYL-2,6-OCTADIEN-1-OL